rac-tert-butyl (3R,4R)-4-(aminomethyl)-3-hydroxypiperidine-1-carboxylate NC[C@@H]1[C@H](CN(CC1)C(=O)OC(C)(C)C)O |r|